(1S,5S)-2-{4-[(3-methyl-4-{[1,2,4]triazolo[1,5-a]pyridin-7-yloxy}phenyl)amino]pyrido[3,4-d]pyrimidin-6-yl}-4-methylidene-2-azabicyclo[3.1.0]hexan-3-one CC=1C=C(C=CC1OC1=CC=2N(C=C1)N=CN2)NC=2C1=C(N=CN2)C=NC(=C1)N1[C@H]2C[C@H]2C(C1=O)=C